CCCCC/C=C\C=C\C(=O)CCCCCCCC(=O)O 9-keto-10E,12Z-octadecadienoic acid